Methyl 2-(1-(pent-4-en-1-yl)-1,2-dihydroacenaphthylen-1-yl)acetate C(CCC=C)C1(CC2=CC=CC3=CC=CC1=C23)CC(=O)OC